1-[(1S)-4-(4,4,5,5-tetramethyl-1,3,2-dioxaborolan-2-yl)cyclohex-3-ene-1-carbonyl]pyrrolidine CC1(OB(OC1(C)C)C1=CC[C@H](CC1)C(=O)N1CCCC1)C